2-(4-fluorophenyl)benzo[d][1,2]selenazol-3(2H)-one FC1=CC=C(C=C1)N1[Se]C2=C(C1=O)C=CC=C2